tert-butyl 4-[4-[(3-nitro-6-phenyl-2-pyridyl)amino]phenyl]piperidine-1-carboxylate [N+](=O)([O-])C=1C(=NC(=CC1)C1=CC=CC=C1)NC1=CC=C(C=C1)C1CCN(CC1)C(=O)OC(C)(C)C